(Z,Z)-Heptadecadienal C(\C=C/C=C\CCCCCCCCCCCC)=O